3,4-Dichlorophenyl 3-O-[(5,6-Difluoro-2-oxo-3-chromenyl)methyl]-1-thio-α-D-galactopyranoside FC1=C2C=C(C(OC2=CC=C1F)=O)CO[C@@H]1[C@H]([C@@H](SC2=CC(=C(C=C2)Cl)Cl)O[C@@H]([C@@H]1O)CO)O